5-chloro-8-((1-(2-((1S,2S)-2-fluorocyclopropyl)ethyl)-1H-indazol-6-yl)sulfonyl)-3-hydroxyquinazoline-2,4(1H,3H)-dione ClC1=C2C(N(C(NC2=C(C=C1)S(=O)(=O)C1=CC=C2C=NN(C2=C1)CC[C@@H]1[C@H](C1)F)=O)O)=O